4-isopropyl-3-methoxy-benzoic acid C(C)(C)C1=C(C=C(C(=O)O)C=C1)OC